BrC=1C=C(C=NC1Cl)O 5-bromo-6-chloropyridin-3-ol